4-((4-(benzyloxy)-2-methoxy-6-methylbenzoyl)oxy)-5-bromo-2-hydroxy-3-methylbenzoic acid C(C1=CC=CC=C1)OC1=CC(=C(C(=O)OC2=C(C(=C(C(=O)O)C=C2Br)O)C)C(=C1)C)OC